C1(C=CC(N1)=[Se])=[Se] bisselenomaleimide